ClC=1C=C(C=CC1)C#CCN1C(C=C(C=C1)C1=NOC(=N1)C(F)F)=O 1-(3-(3-chlorophenyl)prop-2-yn-1-yl)-4-(5-(difluoromethyl)-1,2,4-oxadiazol-3-yl)pyridin-2(1H)-one